C1(CCCCC1)N(P(C1=C(C=CC=C1)C(F)(F)F)C1=CC=C(C=C1)[Si](CCCC)(CCCC)CCCC)P(C1=C(C=CC=C1)C(F)(F)F)C1=CC=C(C=C1)[Si](CCCC)(CCCC)CCCC N-cyclohexyl-1-(4-(tributylsilyl)phenyl)-N-((4-(tributylsilyl)phenyl)(2-(trifluoromethyl)phenyl)phosphaneyl)-1-(2-(trifluoromethyl)phenyl)phosphanamine